1-(3-isothiocyanato-5-(trifluoromethyl)benzyl)pyrrolidine N(=C=S)C=1C=C(CN2CCCC2)C=C(C1)C(F)(F)F